(1R-5S,6r)-N-tert-butyl-6-methyl-3-[1-(propan-2-yl)-1H-imidazole-4-carbonyl]-3-azabicyclo[3.1.0]hexane-6-carboxamide C(C)(C)(C)NC(=O)C1([C@H]2CN(C[C@@H]12)C(=O)C=1N=CN(C1)C(C)C)C